aminomethyl-cyclopropyl alcohol NCC1(CC1)O